3-((R)-2-(2-ethoxy-6-(4-(methoxycarbonyl)piperazin-1-yl)nicotinamido)-1-hydroxyethyl)-7-hydroxy-3,4-dihydroisoquinoline C(C)OC1=C(C(=O)NC[C@@H](O)C2N=CC3=CC(=CC=C3C2)O)C=CC(=N1)N1CCN(CC1)C(=O)OC